NC1=C(C=C(C=N1)C1=NN2C(=C1)C1(CN(CC1)C(=O)N[C@H](COC)C1=CC=CC=C1)OCC2)OC(F)F 2-[6-amino-5-(difluoromethoxy)pyridin-3-yl]-N-[(1S)-2-methoxy-1-phenylethyl]-6,7-dihydrospiro[pyrazolo[5,1-c][1,4]oxazine-4,3'-pyrrolidine]-1'-carboxamide